CNC(CC1=CC=C(CN2N=CC(=C2)C(=O)OCC)C=C1)=O ethyl 1-(4-(2-(methylamino)-2-oxoethyl)benzyl)-1H-pyrazole-4-carboxylate